(S)-2'-(1H-1,3-benzodiazol-2-yl)-6'-chloro-4-{[(1S)-2-methoxy-1-phenylethyl]carbamoyl}-[1,1'-biphenyl]-2-carboxylic acid N1C(=NC2=C1C=CC=C2)C2=C(C(=CC=C2)Cl)C=2C(=CC(=CC2)C(N[C@H](COC)C2=CC=CC=C2)=O)C(=O)O